1-[4-(1-cyano-1-methylethyl)pyridin-2-yl]-N-(1-methylindazol-7-yl)pyrazole-4-sulfonamide C(#N)C(C)(C)C1=CC(=NC=C1)N1N=CC(=C1)S(=O)(=O)NC=1C=CC=C2C=NN(C12)C